2-methyl-N-((R)-1-(2-methyl-3-(trifluoromethyl)phenyl)ethyl)-6-((1R,4R)-5-methyl-2,5-diazabicyclo[2.2.2]octan-2-yl)pyrido[3,4-d]pyrimidin-4-amine CC=1N=C(C2=C(N1)C=NC(=C2)N2[C@H]1CN([C@@H](C2)CC1)C)N[C@H](C)C1=C(C(=CC=C1)C(F)(F)F)C